(4-(difluoromethyl)-2-methylphenyl)methylamine FC(C1=CC(=C(C=C1)CN)C)F